C(C)(C)C1=C(C=C(CN2CC(N(CC2)C2CC3(C2)CCNCC3)C3=C(C=CC=C3)C(C)C)C=C1)OC 2-(4-(4-isopropyl-3-methoxybenzyl)-2-(2-isopropylphenyl)piperazin-1-yl)-7-azaspiro[3.5]nonane